FC(C(=O)O)(C(C(C(C(C(C(C(C(F)(F)F)(F)F)(F)F)(F)F)(F)F)(F)F)(F)F)(F)F)F 2,2,3,3,4,4,5,5,6,6,7,7,8,8,9,9,10,10,10-nonadecafluorodecanoic acid